N-ethyl-2-methyl-N-({4-[5-(trifluoromethyl)-1,2,4-oxadiazol-3-yl]phenyl}methyl)propanamide 3,8-diazabicyclo[3.2.1]octan-8-formate C12CNCC(CC1)N2C(=O)O.C(C)N(C(C(C)C)=O)CC2=CC=C(C=C2)C2=NOC(=N2)C(F)(F)F